C(C)C(CO)C(C(CO)C)CCC 2-ethyl-4-methyl-3-propyl-1,5-pentanediol